(1-methylcyclobutyl)(4H-1,2,4-triazol-3-yl)methanone CC1(CCC1)C(=O)C1=NN=CN1